[I-].[I-].C(C)C1(C(=C(C(=C1C)C)C)C)[Zr+2]C1C=CC2=CC=CC=C12 (1-ethyl-2,3,4,5-tetramethylcyclopentadienyl)(indenyl)zirconium diiodide